1-(2-chloro-5-((1-methyl-1H-pyrazol-4-yl)ethynyl)pyridin-4-yl)piperidin-4-one ClC1=NC=C(C(=C1)N1CCC(CC1)=O)C#CC=1C=NN(C1)C